C(C)(=O)O.C(CCCCCCCCCCCCCCCCC)NC(CCCCCCCCCCC)=O N-octadecyldodecanamide acetate